C(#N)C1=CC=C(C=C1)C(CNC(C(=O)OCC)C=1C=NN(C1)C)C Ethyl 2-((2-(4-cyanophenyl)propyl)amino)-2-(1-methyl-1H-pyrazol-4-yl)acetate